C(#N)N1C[C@]2(CC2C1)NC(=O)C=1SC(=CN1)C1=C(C=CC=C1)SC1=CC=C(C=C1)F N-((1R)-3-cyano-3-azabicyclo[3.1.0]hexan-1-yl)-5-(2-((4-fluorophenyl)thio)phenyl)thiazole-2-carboxamide